4',5'-dihydro-3'H-spiro[cyclopropane-1,2'-Pyrido[3,4-f][1,4]oxazepine]-8'-ol hydrochloride Cl.O1C2(CNCC3=C1C=C(N=C3)O)CC2